tert-Butyl (3S)-3-[(1R)-2-[[2-[(1-acetyl-4-piperidyl)amino]-6-(1-piperidyl)pyridine-4-carbonyl]-amino]-1-hydroxy-ethyl]-7-hydroxy-3,4-dihydro-1H-isoquinoline-2-carboxylate C(C)(=O)N1CCC(CC1)NC1=NC(=CC(=C1)C(=O)NC[C@@H](O)[C@H]1N(CC2=CC(=CC=C2C1)O)C(=O)OC(C)(C)C)N1CCCCC1